1-(oxetan-3-yl)-1,2,3,6-tetrahydropyridine O1CC(C1)N1CCC=CC1